C1CC12CCN(CC2)C2=C(C(=O)NC=1C=C3C=C(C=NC3=C(C1)N1CCC(CC1)(F)F)C(=O)OCC)C=CC(=C2)NS(=O)(=O)CCO ethyl 6-(2-{6-azaspiro[2.5]octane-6-yl}-4-(2-hydroxyethanesulfonylamino)benzoylamino)-8-(4,4-Difluoropiperidin-1-yl)quinoline-3-carboxylate